1-(9Z-nonadecenoyl)-2-(6Z,9Z,12Z-octadecatrienoyl)-glycero-3-phospho-(1'-sn-glycerol) CCCCCCCCC/C=C\CCCCCCCC(=O)OC[C@H](COP(=O)(O)OC[C@H](CO)O)OC(=O)CCCC/C=C\C/C=C\C/C=C\CCCCC